C(CCCCC)OC=1C=C2C(N(C(C2=CC1N)=O)CC(=O)O)=O 5-hexyloxy-6-amino-N-carboxymethyl-isoindoline-1,3-dione